N1(CCC1)C1=CC=C(N)C=C1 4-azetidinyl-aniline